[Si](C1=CC=CC=C1)(C1=CC=CC=C1)(C(C)(C)C)OC[C@@]12C[C@H](CN2C(C[C@H]1F)=O)F (1R,6R,7aS)-7a-(((tert-Butyldiphenylsilyl)oxy)methyl)-1,6-difluorohexahydro-3H-pyrrolizin-3-one